1-(5-((2,3-dihydro-[1,4]dioxino[2,3-b]pyridin-8-yl)amino)-7-(methylamino)pyrazolo[1,5-a]pyrimidin-3-yl)-3-methylurea O1CCOC2=NC=CC(=C21)NC2=NC=1N(C(=C2)NC)N=CC1NC(=O)NC